N[C@H](C(=O)OC)CC1=CC=C(C=C1)C=O METHYL (2S)-2-AMINO-3-(4-FORMYLPHENYL)PROPANOATE